(5R)-5-ethyl-3-[6-[(3-ethyl-1,3-dihydroisobenzofuran-5-yl)oxy]-3-pyridinyl]-5-methyl-imidazolidine-2,4-dione C(C)[C@@]1(C(N(C(N1)=O)C=1C=NC(=CC1)OC=1C=C2C(OCC2=CC1)CC)=O)C